BrCC(=O)OC trans-methyl 2-bromoacetate